(S)-3-(4-amino-3-(1-(4-fluorophenyl)ethoxy)phenyl)-5-((5-methylisoxazol-3-yl)amino)-1-((2-(trimethylsilyl)ethoxy)methyl)-1H-pyrazole-4-carboxamide NC1=C(C=C(C=C1)C1=NN(C(=C1C(=O)N)NC1=NOC(=C1)C)COCC[Si](C)(C)C)O[C@@H](C)C1=CC=C(C=C1)F